N-octadecyl-2-(3,4-di-(t-butylcarbonyloxy)-phenyl)-3,7-di-(t-butylcarbonyloxy)-quinolin-4-one C(CCCCCCCCCCCCCCCCC)N1C(=C(C(C2=CC=C(C=C12)OC(=O)C(C)(C)C)=O)OC(=O)C(C)(C)C)C1=CC(=C(C=C1)OC(=O)C(C)(C)C)OC(=O)C(C)(C)C